Cl.Cl.C1(=CC(=CC=C1)C(=O)N)C1=CC=CC=C1 [1,1'-biphenyl]-3-carboxamide dihydrochloride